4-(1-((5-fluoropyridin-2-yl)carbamoyl)cyclobutyl)benzoic acid FC=1C=CC(=NC1)NC(=O)C1(CCC1)C1=CC=C(C(=O)O)C=C1